O=C1N(CC2=CC(=CC=C12)OC1CCN(CC1)C(CC1CCNCC1)=O)C1C(NC(CC1)=O)=O 3-(1-oxo-5-((1-(2-(piperidin-4-yl)acetyl)piperidin-4-yl)oxy)isoindolin-2-yl)piperidine-2,6-dione